N-(4-((4-ethylpiperazin-1-yl)methyl)-3-(trifluoromethyl)phenyl)-4-methyl-3-((3-methyl-1H-pyrazolo[3,4-d]pyrimidin-4-yl)oxy)benzamide C(C)N1CCN(CC1)CC1=C(C=C(C=C1)NC(C1=CC(=C(C=C1)C)OC1=C2C(=NC=N1)NN=C2C)=O)C(F)(F)F